3-(4-(1,2-Dihydroxyethyl)-1-(4-(trifluoromethoxy)phenyl)-1H-pyrazolo[3,4-b]pyridin-3-yl)azetidine-1-carboxylic acid tert-butyl ester C(C)(C)(C)OC(=O)N1CC(C1)C1=NN(C2=NC=CC(=C21)C(CO)O)C2=CC=C(C=C2)OC(F)(F)F